COC(=O)C=1C=C(C=C2C=NN(C12)CC1=CC=C(C=C1)C1=CC=CC=C1)Br 1-([1,1'-biphenyl]-4-ylmethyl)-5-bromo-1H-indazole-7-carboxylic acid methyl ester